NC1=NC=CC(=N1)C1=CNC2=C(C=CC=C12)Cl 2-Amino-4-(7-chloro-1H-indol-3-yl)pyrimidine